Cl.CC1=CC(=NC2=CC=C(C=C12)C1=CC2=CN(N=C2C=C1)C)C1CCNCC1 4-methyl-6-(2-methyl-2H-indazol-5-yl)-2-(piperidin-4-yl)quinoline hydrochloride